cyclopropyl-3-(1-methylimidazol-4-yl)-4-[[4-(trifluoromethyl)phenyl]methylamino]benzamide C1(CC1)C1=C(C(=O)N)C=CC(=C1C=1N=CN(C1)C)NCC1=CC=C(C=C1)C(F)(F)F